6'-(azetidin-1-yl)-[2,3'-bipyridine]-3-carbonitrile N1(CCC1)C1=CC=C(C=N1)C1=NC=CC=C1C#N